deazaxanthin C1C(=O)NC=2N=CNC2C1=O